O[C@H](CCC)C1=CC(=C(C=N1)C=1C(=NC2=CC(=NC=C2C1)NC(=O)C1CC1)C)C N-(3-(6-((R)-1-hydroxybutyl)-4-methylpyridin-3-yl)-2-methyl-1,6-naphthyridin-7-yl)cyclopropane-1-carboxamide